pyrido[2,3-b]indol N1=CC=CC2=C1NC1=CC=CC=C21